(3R,5S)-3,4,5-trimethylpiperazine C[C@@H]1CNC[C@@H](N1C)C